COC=1C=CC2=C(C=C(S2)C(C)C2=C(C=NC=C2)C(=O)OC)C1 methyl 4-[1-(5-methoxybenzothiophen-2-yl)ethyl]pyridine-3-carboxylate